C1(CCC1)C=1C(=NN(C1NC(C[C@H]1C(C(C1)(F)F)(F)F)=O)C)C1=CC=C(C=C1)OC(F)(F)F (R)-N-(4-cyclobutyl-1-methyl-3-(4-(trifluoromethoxy)phenyl)-1H-pyrazol-5-yl)-2-(2,2,3,3-tetrafluorocyclobutyl)acetamide